Hexadecyl-3,5-di-tert-butyl-4-hydroxybenzoat C(CCCCCCCCCCCCCCC)OC(C1=CC(=C(C(=C1)C(C)(C)C)O)C(C)(C)C)=O